COC=1C=C(C(N(N1)CC1=CC=C(C=C1)OC)=O)C(C)N1N=CC(=C1)[N+](=O)[O-] 6-methoxy-2-[(4-methoxyphenyl)methyl]-4-[1-(4-nitropyrazol-1-yl)ethyl]pyridazin-3-one